C(\C=C\C(=O)[O-])(=O)OCC ethyl (2E)-but-2-enedioate